N-(4-(3-(5-fluoropyridin-2-yl)-1-methyl-1H-pyrazol-4-yl)-7-methoxypyrido[3,2-d]pyrimidin-6-yl)bicyclo[1.1.1]pentane-1-carboxamide FC=1C=CC(=NC1)C1=NN(C=C1C=1C2=C(N=CN1)C=C(C(=N2)NC(=O)C21CC(C2)C1)OC)C